NC=1C(NC(N(N1)C1=CC(=C(C(=C1)Cl)OC=1C=C2C(=CC(=NC2=CC1)C=C)C)Cl)=O)=O 6-amino-2-(3,5-dichloro-4-((4-methyl-2-vinylquinolin-6-yl)oxy)phenyl)-1,2,4-triazine-3,5(2H,4H)-dione